2-(2-Chloro-5-iodonicotinyl)-N-methylhydrazine-1-carbothioamide ClC1=C(CNNC(NC)=S)C=C(C=N1)I